The molecule is conjugate acid of (R)-piperazine-2-carboxamide arising from selective protonation at the 4-position. It is a conjugate acid of a (R)-piperazine-2-carboxamide. C1CN[C@H](C[NH2+]1)C(=O)N